4-Isopropylcyclohexane-1,2-dicarboxylic acid aluminum [Al].C(C)(C)C1CC(C(CC1)C(=O)O)C(=O)O